1,4-benzoxazine O1CC=NC2=C1C=CC=C2